C[C@@H]1N(CC1)C=1N=C(C2=C(N1)CCC2)C=2C=C(C#N)C=CC2 (S)-3-(2-(2-methylazetidin-1-yl)-6,7-dihydro-5H-cyclopenta[d]pyrimidin-4-yl)benzonitrile